C1(=CC=CC=C1)N(C(=O)C1CCCCC1)C1=CC=CC=C1 N,N-diphenyl-cyclohexaneformamide